4-((1R,5S)-3,8-diazabicyclo[3.2.1]octan-3-yl)-8-fluoro-7-(5-methoxy-1H-indol-3-yl)-2-(((S)-1-methylpyrrolidin-2-yl)methoxy)quinazoline [C@H]12CN(C[C@H](CC1)N2)C2=NC(=NC1=C(C(=CC=C21)C2=CNC1=CC=C(C=C21)OC)F)OC[C@H]2N(CCC2)C